C(C=C=C=C=C=CCCC)(=O)OCC ethyl decapentaenoate